(2R,3S,4R,5R)-3,4-dihydroxy-5-[4-(hydroxyimino)-2-oxo-3,4-dihydropyrimidin-1(2H)-yl]oxolan-2-yl (methyl 2-methylpropanoate) CC(C(=O)O[C@H]1O[C@H]([C@@H]([C@@H]1O)O)N1C(NC(C=C1)=NO)=O)(C)C